[N+](=O)([O-])C1=CC=C(C=C1)C(CC(=O)[O-])=O 3-(4-Nitrophenyl)-3-oxo-propanoat